(6aR,8S)-6a-ethyl-2-(3-fluoro-2-methoxyphenyl)-5,6,6a,7,8,9-hexahydropyrrolo-[1',2':4,5]pyrazino[2,3-c]pyridazin-8-ol C(C)[C@]12N(C=3C(=NN=C(C3)C3=C(C(=CC=C3)F)OC)NC1)C[C@H](C2)O